(1R,5S)-5-[[tert-butyl(diphenyl)silyl]oxymethyl]cyclohex-2-en-1-ol [Si](C1=CC=CC=C1)(C1=CC=CC=C1)(C(C)(C)C)OC[C@H]1CC=C[C@@H](C1)O